C(CCCCC)OP(=O)(OCCCCCC)OCCCCCC Trihexylphosphat